FC=1C=CC2=C(C(=C(O2)C(C(C)C)N)C)C1 1-(5-fluoro-3-methylbenzofuran-2-yl)-2-methylpropan-1-amine